C(C)(C)(C)OC(=O)N1C=C(C2=CC(=CC=C12)Br)CC#N 5-bromo-3-(cyanomethyl)-1H-indole-1-carboxylic acid tert-butyl ester